1-octyl-2,3-dimethyl-imidazole bromide [Br-].C(CCCCCCC)N1C(N(C=C1)C)C